C1(CC1)C=1N=NN(C1)[C@H](C(=O)N1[C@@H](C[C@H](C1)O)C(=O)NCC1=C(C=CC=C1)C1=CC=C(C=C1)CN1N=CN=C1)C(C)(C)C (2S,4R)-1-[(2S)-2-(4-cyclopropyltriazol-1-yl)-3,3-dimethyl-butanoyl]-4-hydroxy-N-[[2-[4-(1,2,4-triazol-1-ylmethyl)phenyl]phenyl]methyl]pyrrolidine-2-carboxamide